(4aS,9aR)-2,2-dimethyl-7-(trifluoromethyl)-2,3,4,4a,9,9a-hexahydroindeno[2,1-b][1,4]oxazine hydrochloride Cl.CC1(CN[C@@H]2[C@H](O1)CC=1C=C(C=CC12)C(F)(F)F)C